6-(4-{1-[(2-Chlorophenyl)methyl]piperidin-4-yl}-1,4-diazepan-1-yl)-N-(oxan-4-ylmethyl)pyridine-2-carboxamide ClC1=C(C=CC=C1)CN1CCC(CC1)N1CCN(CCC1)C1=CC=CC(=N1)C(=O)NCC1CCOCC1